2-[3,5-dichloro-4-[(2-fluoro-4-hydroxy-5-phenyl-phenyl)methyl]phenoxy]acetic acid ClC=1C=C(OCC(=O)O)C=C(C1CC1=C(C=C(C(=C1)C1=CC=CC=C1)O)F)Cl